C(C(=C)C)(=O)OCC1C(OC1)F 3-(methacryloyloxymethyl)2-fluoro-oxetane